ClC1=CC(=CN1CC(F)F)C(=O)N[C@H]1C[C@H](CCC1)NC1=CC(=NC2=CC=C(C=C12)Cl)C(F)(F)F 5-chloro-N-((1R,3S)-3-((6-chloro-2-(trifluoromethyl)quinolin-4-yl)amino)cyclohexyl)-1-(2,2-difluoroethyl)-1H-pyrrole-3-carboxamide